2,3,5-trimethyl-6-((6E)-3,7,11-trimethyldodeca-2,6,10-trien-1-yl)cyclohexa-2,5-dien-1,4-dione CC=1C(C(=C(C(C1C)=O)C)CC=C(CC\C=C(\CCC=C(C)C)/C)C)=O